(R)-2-((S)-2-acetamido-3-(1H-indol-3-yl)propanamido)-3-(tert-butyldisulfanyl)propanoic acid C(C)(=O)N[C@H](C(=O)N[C@H](C(=O)O)CSSC(C)(C)C)CC1=CNC2=CC=CC=C12